N[C@@]1(CN(CC1)C=1C=C(C=CC1)C=1C(=C(C=C(C1)F)C1=CC(=C(C=C1)N1C(N(C=C1)C)=O)Cl)O)C (S)-1-(3''-(3-amino-3-methylpyrrolidin-1-yl)-3-chloro-5'-fluoro-2'-hydroxy-[1,1':3',1''-terphenyl]-4-yl)-3-methyl-1H-imidazol-2(3H)-one